N-(2-((1r,4r)-4-formylcyclohexyl)-2H-indazol-5-yl)-6-(trifluoromethyl)pyrazine-2-carboxamide C(=O)C1CCC(CC1)N1N=C2C=CC(=CC2=C1)NC(=O)C1=NC(=CN=C1)C(F)(F)F